FC1=C(C=C(C(=C1)C)S(=O)CC(F)(F)F)N1N=C(N=C1N)C(F)(F)F 1-{2-fluoro-4-methyl-5-[(2,2,2-trifluoro-ethyl)sulfinyl]phenyl}-3-(trifluoromethyl)-1H-1,2,4-triazol-5-amine